(1s,2s)-2-fluoro-N-(6-(3-hydroxy-2-methylphenyl)benzo[d]thiazol-2-yl)cyclopropane-1-carboxamide F[C@@H]1[C@@H](C1)C(=O)NC=1SC2=C(N1)C=CC(=C2)C2=C(C(=CC=C2)O)C